2-(3,6-dihydro-2H-pyran-4-yl)-4-((2-fluoro[1,1'-biphenyl]-4-yl)amino)-6-isopropyl-5,6-dihydro-7H-pyrrolo[3,4-d]pyrimidin-7-one O1CCC(=CC1)C=1N=C(C2=C(N1)C(N(C2)C(C)C)=O)NC2=CC(=C(C=C2)C2=CC=CC=C2)F